6-fluorohexyltri-n-propoxysilane FCCCCCC[Si](OCCC)(OCCC)OCCC